COC(CCCOCC(=O)OCC)=O 4-(2-ethoxy-2-oxo-ethoxy)butyric acid methyl ester